1-(((5s,7s)-7-fluoro-5-phenyl-6,7-dihydro-5H-pyrrolo[1,2-b][1,2,4]triazol-2-yl)thio)cyclopropanecarboxamide F[C@H]1C[C@H](N2N=C(N=C21)SC2(CC2)C(=O)N)C2=CC=CC=C2